difluoro-dodecyl pyridiniumsulfonate [N+]1(=CC=CC=C1)S(=O)(=O)OCCCCCCCCCCCC(F)F